OC1=CC=C(C=C1)/C=C/C(=O)C1=C(C=C(C=C1)OC1OC([C@H]([C@@H]([C@H]1O)O)O)CO)O (E)-3-(4-Hydroxyphenyl)-1-[2-hydroxy-4-[(3R,4S,5S)-3,4,5-trihydroxy-6-(hydroxymethyl)oxan-2-yl]oxyphenyl]prop-2-en-1-one